γ-fluoro-β-hydroxybutyric acid FCC(CC(=O)O)O